(1S,2S)-N-(5-(6,7-difluoro-5-(methylthio)-1H-indazol-4-yl)pyrazolo[1,5-a]pyridin-2-yl)-2-fluorocyclopropane-1-carboxamide FC1=C(C(=C2C=NNC2=C1F)C1=CC=2N(C=C1)N=C(C2)NC(=O)[C@H]2[C@H](C2)F)SC